(3S)-3-benzyl-3-(5-chloro-2-methoxyphenyl)-6-(trifluoromethyl)indolin-2-one C(C1=CC=CC=C1)[C@@]1(C(NC2=CC(=CC=C12)C(F)(F)F)=O)C1=C(C=CC(=C1)Cl)OC